(R)-5-fluoro-2-hydroxy-4-(1-((perfluorophenyl)sulfonyl)-N-(4-(tetrahydro-2H-pyran-4-yl)benzyl)azetidine-2-carboxamido)benzoic acid FC=1C(=CC(=C(C(=O)O)C1)O)N(C(=O)[C@@H]1N(CC1)S(=O)(=O)C1=C(C(=C(C(=C1F)F)F)F)F)CC1=CC=C(C=C1)C1CCOCC1